potassium dimethylarsenate CO[As](OC)([O-])=O.[K+]